(3-(3-(aminomethyl)phenyl)-6-((2,3-dichlorophenyl)thio)-5-methylpyrazin-2-yl)methanol n-Butyl-benzoate C(CCC)C1=C(C(=O)OCC2=NC(=C(N=C2C2=CC(=CC=C2)CN)C)SC2=C(C(=CC=C2)Cl)Cl)C=CC=C1